CN(C1=CC=C2C(=NNC2=C1)C1=NC2=CC=CC=C2C=C1)C N,N-dimethyl-3-(quinolin-2-yl)-1H-indazol-6-amine